BrCCOC1=CC=C(C=C1)[C@H](CN(C(C)=O)C)O (R)-N-(2-(4-(2-Bromoethoxy)phenyl)-2-hydroxyethyl)-N-methylacetamide